NC1=NN2C(N=C(C=C2)C=2C=C3CN(C(C3=C(C2)NS(=O)(=O)C)=O)[C@@H](C)C2CC2)=C1C(=O)NC1(COC1)C 2-amino-5-{2-[(1S)-1-cyclopropylethyl]-7-methanesulfonamido-1-oxo-2,3-dihydro-1H-isoindol-5-yl}-N-(3-methyloxetan-3-yl)pyrazolo[1,5-a]pyrimidine-3-carboxamide